ClC1=C2C=CNC2=CC(=C1)N 4-chloro-1H-indol-6-amine